C1(CC1)C1=NN(C2=C1N(C(C(=C2)C2CC2)=O)C2=CC(=C(C=C2)S(=O)(=O)C)C)C2OCCCC2 3,6-Dicyclopropyl-4-(3-methyl-4-methylsulfonyl-phenyl)-1-tetrahydropyran-2-yl-pyrazolo[4,3-b]pyridin-5-one